N-((4-(5-methoxy-1H-benzo[d][1,2,3]triazol-1-yl)cyclohexyl)methyl)sulfamide COC1=CC2=C(N(N=N2)C2CCC(CC2)CNS(=O)(=O)N)C=C1